5-cyano-1-[5-(3-methyltriazol-4-yl)-3-pyridyl]-6-oxo-pyridazine-3-carboxylic acid C(#N)C1=CC(=NN(C1=O)C=1C=NC=C(C1)C=1N(N=NC1)C)C(=O)O